O=C1NC(CCC1N1C(C2=CC=CC(=C2C1)NC=CC(=O)NC1=CC(=CC=C1)C1=CC=2[C@H]3[C@@H]([C@@H](NC2C=C1)CO)CCN3S(=O)(=O)C3=CC=C(C)C=C3)=O)=O 3-((2-(2,6-dioxopiperidin-3-yl)-1-oxoisoindolin-4-yl)amino)-N-(3-((3aR,4R,9bR)-4-(hydroxymethyl)-1-tosyl-2,3,3a,4,5,9b-hexahydro-1H-pyrrolo[3,2-c]quinolin-8-yl)phenyl)propenamide